O[C@H]1[C@H](N(CC1)C(=O)OC(C)(C)C)C(=O)O (2s,3r)-3-hydroxy-1-{[(2-methylpropan-2-yl)oxy]carbonyl}tetrahydropyrrole-2-carboxylic acid